3-(3-(4-methoxyphenyl)acryloyl)-4-methyl-1,8-naphthyridin-2(1H)-one COC1=CC=C(C=C1)C=CC(=O)C=1C(NC2=NC=CC=C2C1C)=O